COC(C(=C)COCC=C)=O methyl-2-(allyloxymethyl)acrylate